C(#N)C1=CC(=C(C=C1)NS(=O)(=O)C1=CNC(=C1)C1=NC(=CC=C1)C(F)(F)F)F N-(4-cyano-2-fluoro-phenyl)-5-[6-(trifluoromethyl)-2-pyridyl]-1H-pyrrole-3-sulfonamide